NC=1OC2=C(C=NC=C2N2C[C@H](O[C@H](C2)C(=O)N2[C@H](C3=C(C=C(C=C3CC2)Cl)Cl)C)C(=O)O)N1 (2S,6R)-4-(2-aminooxazolo[4,5-c]pyridin-7-yl)-6-((S)-6,8-dichloro-1-methyl-1,2,3,4-tetrahydroisoquinoline-2-carbonyl)morpholine-2-carboxylic acid